N-[(1R)-1-cyclobutyl-2-hydroxyethyl]-6-methyl-9-[4-(trifluoromethyl)phenyl]-9H-carbazole-3-carboxamide C1(CCC1)[C@H](CO)NC(=O)C=1C=CC=2N(C3=CC=C(C=C3C2C1)C)C1=CC=C(C=C1)C(F)(F)F